1-cyclopropyl-N-((6-fluoro-5-(pyrazolo[1,5-a]pyridin-5-yl)-2,3-dihydro-1H-inden-4-yl)carbamoyl)-1H-pyrazole-3-sulfonamide C1(CC1)N1N=C(C=C1)S(=O)(=O)NC(NC1=C2CCCC2=CC(=C1C1=CC=2N(C=C1)N=CC2)F)=O